ClC1=C2C=C(NC2=CC=C1)C(=O)N(C)[C@H]1COCC=2NC(C=3C=C(C(=CC3C21)F)F)=O (R)-4-chloro-N-(8,9-difluoro-6-oxo-1,4,5,6-tetrahydro-2H-pyrano[3,4-c]isoquinolin-1-yl)-N-methyl-1H-indole-2-carboxamide